BrC=1C(=CC(=NC1)C1=NN(CC1)CC1=CC=C(C=C1)OC)C 5-bromo-2-(1-(4-methoxybenzyl)-4,5-dihydro-1H-pyrazol-3-yl)-4-methylpyridine